C(C)OCCOC=C ethoxyethyl-vinylether